NC(C(=O)O)CCC aminovaleric acid